(S)-4-(6-(5-((2,6-difluorophenyl)sulphonamido)-6-methoxypyridin-3-yl)pyrido[3,2-d]pyrimidin-4-yl)-3-methylpiperazine-1-carboxylic acid tert-butyl-trifluoroacetate C(C)(C)(C)OC(C(F)(F)F)=O.FC1=C(C(=CC=C1)F)S(=O)(=O)NC=1C=C(C=NC1OC)C=1C=CC=2N=CN=C(C2N1)N1[C@H](CN(CC1)C(=O)O)C